C(C1=CC=CC=C1)(=O)OCC1=C(C=CC=C1)C(=O)N o-(benzoyloxymethyl)benzeneFormamide